(3RS)-3-Cyclohexyl-7-(piperidine-1-sulfonyl)-3,4-dihydro-2H-benzo[e][1,2]thiazine-1,1-dioxide C1(CCCCC1)[C@@H]1NS(C2=C(C1)C=CC(=C2)S(=O)(=O)N2CCCCC2)(=O)=O |r|